BrC1=CC=2N(C=C1)C(=CN2)C2=CC=C(N)C=C2 4-(7-bromoimidazo[1,2-a]pyridin-3-yl)aniline